C(C)(C)(C)OC(=O)N1C[C@@H]([C@H](CC1)CNC1=NC=2N(C(=N1)NCC1=CC(=CC=C1)NC(C1=CC(=CC=C1)NC(C(=C)F)=O)=O)N=CC2C(C)C)O (3R,4R)-4-(((4-((3-(3-(2-fluoroacrylamido)benzamido)benzyl)amino)-8-isopropylpyrazolo[1,5-a][1,3,5]triazin-2-yl)amino)methyl)-3-hydroxypiperidine-1-carboxylic acid tert-butyl ester